C(CCC)OC(=O)NCC1=C(N=NN1C)C1=CC=C(C(=N1)CC)O[C@@H]1C[C@H](CCC1)C(=O)O (1S,3S)-3-((6-(5-(((butoxycarbonyl)amino)methyl)-1-methyl-1H-1,2,3-triazol-4-yl)-2-ethylpyridin-3-yl)oxy)cyclohexane-1-carboxylic acid